C1=C2C=3C(N=C(C2=CC=N1)NC=1C=C(C=CC1)O)=C1N(N3)C=CN=C1 3-(pyrazino[1',2':1,5]pyrazolo[4,3-c][2,6]naphthyridin-5-ylamino)phenol